Nonan-6-one CCCCCC(CCC)=O